(E)-N-ethyl-3-(4-isobutyl-2-methylphenyl)propan-1-imine oxide C(C)\[N+](=C/CCC1=C(C=C(C=C1)CC(C)C)C)\[O-]